[3-[6-(2-Chlorophenoxy)-3-pyridyl]azetidin-1-yl]-[(3R)-3-(triazol-1-yl)pyrrolidin-1-yl]methanone ClC1=C(OC2=CC=C(C=N2)C2CN(C2)C(=O)N2C[C@@H](CC2)N2N=NC=C2)C=CC=C1